1-(cyclopropyloxy)-4-isocyanatobenzene C1(CC1)OC1=CC=C(C=C1)N=C=O